[Si](C)(C)(C(C)(C)C)OC1=C(C2=C(OC(CS2)(C)C=2N=NN(C2)CCC2=CC3=C(OC(O3)(C)C)C=C2)C(=C1C)C)C 4-(6-((t-Butyldimethylsilyl)oxy)-2,5,7,8-tetramethyl-2,3-dihydrobenzo[b][1,4]oxathiin-2-yl)-1-(2-(2,2-dimethylbenzo[d][1,3]dioxol-5-yl)ethyl)-1H-1,2,3-triazole